C(C)(=O)N([C@@H](CC1=CNC2=CC=CC=C12)C(=O)O)O N-acetyl-hydroxytryptophan